manganese-tantalum [Ta].[Mn]